(2-chloropropionyl)-10H-9-oxa-1-azaanthracene ClC(C(=O)C1=NC=2OC3=CC=CC=C3CC2C=C1)C